FC=1C=C(C=CC1OC)B(O)O 3-fluoro-4-methoxyphenylboronic acid